tert-Butyl 6-chloro-2-(5-cyclopropyl-2-(trifluoromethyl)phenyl)-1H-pyrrolo[3,2-c]pyridine-1-carboxylate ClC1=CC2=C(C=N1)C=C(N2C(=O)OC(C)(C)C)C2=C(C=CC(=C2)C2CC2)C(F)(F)F